IC=1SC(=CC1CCCCCC)Br 2-iodo-5-bromo-3-hexylthiophene